C(C)(C)(C)NC=1N=C(C=C2C=C(C=NC12)C(F)(F)F)C(=O)N(C)OC 8-(tert-butylamino)-N-methoxy-N-methyl-3-(trifluoromethyl)-1,7-naphthyridine-6-carboxamide